COC(=O)C=1OC2=C(C1C1CC1)C(CCC2)=O 3-cyclopropyl-4-oxo-4,5,6,7-tetrahydro-1-benzofuran-2-carboxylic acid methyl ester